FC(C1=C(C=CC(=N1)C1=CC(=NC=C1)NC(OC)=O)F)F methyl (6-(difluoromethyl)-5-fluoro-[2,4'-bipyridyl]-2'-yl)carbamate